ClC1=CC=C(C=C1)S(=O)(=O)/C=C/CNC(=O)C=1C(NC=2CCN(CC2C1)C(=O)OCC1C(C1)(C)C)=O (2,2-dimethylcyclopropyl)methyl 3-{[(2E)-3-(4-chlorobenzenesulfonyl)prop-2-en-1-yl]carbamoyl}-2-oxo-1,2,5,6,7,8-hexahydro-1,6-naphthyridine-6-carboxylate